C(#N)C=1C=CC(=C(C1)N1[C@H](CN(CC1)C(=O)OC(C)(C)C)C)OCC1=CC=C(C=C1)OC tert-butyl (S)-4-(5-cyano-2-((4-methoxybenzyl)oxy)phenyl)-3-methylpiperazine-1-carboxylate